t-butyl-(dimethyl)silicon C(C)(C)(C)[Si](C)C